NC1=CC=CC=2NC=3N(N=C(C3C(=O)N)C3=CC=C(C=C3)OC3=CC=CC=C3)C21 8-amino-2-(4-phenoxyphenyl)-4H-benzo[4,5]imidazo[1,2-b]pyrazole-3-carboxamide